(3-Glycidyloxypropyl)silanol C(C1CO1)OCCC[SiH2]O